C[C@@]12OO[C@]34[C@@H](CC1)[C@@H](CC[C@H]3[C@H]([C@H](O[C@@H]4O2)CNS(=O)(=O)C)C)C N-{[(3R,5aS,6R,8aS,9R,10S,12R,12aR)-3,6,9-trimethyldecahydro-12H-3,12-epoxypyrano[4,3-j][1,2]benzodioxepin-10-yl]methyl}methanesulfonamide